6-{3-chloro-2-fluoro-4-[(1-hydroxycyclopropyl)methoxy]phenyl}-5-methyl-4,5-dihydro-2H-pyridazin-3-one ClC=1C(=C(C=CC1OCC1(CC1)O)C=1C(CC(NN1)=O)C)F